6-(2-(6-Methylpyridin-2-yl)-4-(pyrimidin-4-ylcarbamoyl)-1H-imidazol-1-yl)imidazo[1,2-a]pyridine-3-Formamide CC1=CC=CC(=N1)C=1N(C=C(N1)C(NC1=NC=NC=C1)=O)C=1C=CC=2N(C1)C(=CN2)C(=O)N